methyl 4-chloro-5-phenylpicolinate ClC1=CC(=NC=C1C1=CC=CC=C1)C(=O)OC